(Z)-2-(5-((4-azaspiro[2.5]octan-7-ylidene)methyl)pyrazin-2-yl)-5-(1H-imidazol-1-yl)phenol C1CC12NCC/C(/C2)=C/C=2N=CC(=NC2)C2=C(C=C(C=C2)N2C=NC=C2)O